Benzooxazol-5-yl-(1,3-dimethyl-azetidin-3-yl)-(4-trifluoromethoxy-phenyl)-methanol O1C=NC2=C1C=CC(=C2)C(O)(C2=CC=C(C=C2)OC(F)(F)F)C2(CN(C2)C)C